CC1N(C(CCC1)C)C(=O)NC(C(=O)O)CCN(CCCCC1=NC=2NCCCC2C=C1)CCOCC 2-[[2,6-dimethylpiperidine-1-carbonyl]amino]-4-[2-ethoxyethyl-[4-(5,6,7,8-tetrahydro-1,8-naphthyridin-2-yl)butyl]amino]butanoic acid